FC1=CC=C(C=C1)C1=NN(C(O1)=O)C=1C=CC=C2C=CC=NC12 5-(4-fluorophenyl)-3-(8-quinolinyl)-1,3,4-oxadiazol-2-one